COC1=NC=C(C=C1S=S(=O)([O-])C1=C(C=C(C=C1)F)F)C=1C=C2C(=NC=NC2=CC1)N1CCN(CC1)C(\C=C\C(C)=O)=O (E)-S-(2-methoxy-5-(4-(4-(4-oxopent-2-enoyl)piperazin-1-yl)quinazolin-6-yl)pyridin-3-yl)2,4-difluorobenzenesulfonothioate